N[C@@H](CS(=O)(O)=O)C(=O)N Cysteamide